NC(=O)C=1C(=C(OCC2=NC(=NO2)C2=CC=C(C=C2)NC(OC(C)(C)C)=O)C=CC1F)F tert-Butyl N-[4-(5-[3-(aminocarbonyl)-2,4-difluorophenoxy]methyl-1,2,4-oxadiazol-3-yl)phenyl]carbamate